2-((4-(2-methyl-5-(pyridin-4-yl)-2H-1,2,3-triazol-4-yl)phenoxy)methyl)quinoline CN1N=C(C(=N1)C1=CC=C(OCC2=NC3=CC=CC=C3C=C2)C=C1)C1=CC=NC=C1